FC(S(=O)(=O)OC1C(N(C(CC1)=O)CC1=CC=C(C=C1)OC)=O)(F)F [1-[(4-methoxyphenyl) methyl]-2,6-dioxo-3-piperidinyl] trifluoromethanesulfonate